BrC=1C(=CC(=C(C(=O)O)C1)C)C 5-bromo-2,4-dimethyl-benzoic acid